ClC=1C=C(C=CC1Cl)C(C(=O)O)CCCCCCCCCCCCC 3,4-dichloro-phenylpentadecanoic acid